(2R,3R,4S,5S,6R)-2-((1-((tert-butyldimethylsilyl)oxy)pent-4-en-2-yl)thio)-6-((R)-1-(((R)-tert-butylsulfinyl)amino)but-3-en-1-yl)tetrahydro-2H-pyran-3,4,5-triyl tribenzoate C(C1=CC=CC=C1)(=O)O[C@H]1[C@H](O[C@@H]([C@@H]([C@@H]1OC(C1=CC=CC=C1)=O)OC(C1=CC=CC=C1)=O)[C@@H](CC=C)N[S@](=O)C(C)(C)C)SC(CO[Si](C)(C)C(C)(C)C)CC=C